7-chloro-N-(5-chloropentan-2-yl)quinazolin-4-amine ClC1=CC=C2C(=NC=NC2=C1)NC(C)CCCCl